BrC=1C(=C(C(=O)O)C(=CC1)N[C@H](C)C=1C=C(C=C2C(C=C(OC12)N1CCC(CC1)(C)C)=O)C)F (R)-3-bromo-6-((1-(2-(4,4-dimethylpiperidin-1-yl)-6-methyl-4-oxo-4H-chromen-8-yl)ethyl)amino)-2-fluorobenzoic acid